C(C)(C)(C)N1N=C(C(=C1C)O)C1=C(C=CC=C1)C(C)C 1-(tert-butyl)-5-methyl-3-(2-isopropylphenyl)-pyrazole-4-ol